4-methylphenyl-1,3,5-triazin CC1=CC=C(C=C1)C1=NC=NC=N1